(3-(trifluoromethyl)piperazin-1-yl)acetic acid FC(C1CN(CCN1)CC(=O)O)(F)F